(S)-1-(5-(6-methyl-1H-indazol-5-yl)-1H-pyrrole-2-carbonyl)-N-(3,4,5-trifluorophenyl)pyrrolidine-3-carboxamide CC1=C(C=C2C=NNC2=C1)C1=CC=C(N1)C(=O)N1C[C@H](CC1)C(=O)NC1=CC(=C(C(=C1)F)F)F